NN(C1=NC(=C(C(=N1)C1[C@H](O)[C@H](O)[C@H](O1)CO)P(=O)(O)O)O)N diamino-hydroxy-phosphoribosyl-aminopyrimidine